6-((2-chloro-5,6-dimethyl-1H-benzo[d]imidazol-1-yl)methyl)nicotinonitrile ClC1=NC2=C(N1CC1=NC=C(C#N)C=C1)C=C(C(=C2)C)C